4-allyl-catechol diacetate C(C)(=O)OC=1C(OC(C)=O)=CC(=CC1)CC=C